2-cyclopenten-1,4-dione C1(C=CC(C1)=O)=O